FC(C(=O)N[C@H](C(=O)O)CCN(CCCCC1=NC=2NCCCC2C=C1)CCOC1=CC=CC=C1)(C1=CC=CC=C1)F (S)-2-(2,2-difluoro-2-phenylacetamido)-4-((2-phenoxyethyl)(4-(5,6,7,8-tetrahydro-1,8-naphthyridin-2-yl)butyl)amino)butanoic acid